C=C1CCOCC1 4-METHYLEN-TETRAHYDROPYRANE